5-mercapto-2,4-dimethylbenzene dimethylcarbamate CN(C(O)=O)C.SC=1C(=CC(=CC1)C)C